(R)-1-(5-((3-(4-methyl-1-oxo-1,3-dihydroisobenzofuran-5-yl)-5-oxopiperazin-1-yl)methyl)pyridin-2-yl)-1H-1,2,4-triazole-3-carbonitrile CC1=C2COC(C2=CC=C1[C@@H]1CN(CC(N1)=O)CC=1C=CC(=NC1)N1N=C(N=C1)C#N)=O